tert-butyl 6-(5-(4,4,5,5-tetramethyl-1,3,2-dioxaborolan-2-yl)pyrimidin-2-yl)-2,6-diazaspiro[3.3]heptane-2-carboxylate CC1(OB(OC1(C)C)C=1C=NC(=NC1)N1CC2(CN(C2)C(=O)OC(C)(C)C)C1)C